ClC=1C=C2C3=CC=C4C(=C3NC2=CC1)C1=C(S4)C=CC=C1 9-Chloro-12H-benzo[4,5]thieno[3,2-a]carbazole